propyl-[1-cyclopentadienyl](tetramethylcyclopentadienyl)zirconium C(CC)[Zr]C1(C(=C(C(=C1C)C)C)C)C1C=CC=C1